(S)-9-(1-ethyl-3-(trifluoromethyl)-1H-pyrazol-4-yl)-7-(hydroxymethyl)-4-(6-methoxychroman-4-yl)-3,4-dihydrobenzo[f][1,4]oxazepin-5(2H)-one C(C)N1N=C(C(=C1)C1=CC(=CC=2C(N(CCOC21)[C@H]2CCOC1=CC=C(C=C21)OC)=O)CO)C(F)(F)F